methyl 3-(2-chlorophenyl)-7-fluoro-2-(1-methylpiperidin-4-yl)-4-oxo-1,2,3,4-tetrahydroquinoline-5-carboxylate ClC1=C(C=CC=C1)C1C(NC=2C=C(C=C(C2C1=O)C(=O)OC)F)C1CCN(CC1)C